ClC1=C(C(=O)NCCC2=NN=NN2)C=CC(=C1)NC=1C=2N(C=CN1)C(=CN2)C2=C(C(=C(C=C2)OCC#N)F)F 2-chloro-4-[[3-[4-(cyanomethoxy)-2,3-difluoro-phenyl]imidazo[1,2-a]pyrazin-8-yl]amino]-N-[2-(1H-tetrazol-5-yl)ethyl]benzamide